N-(3,3-difluorocyclobutyl)-5-(4-fluoro-2-methyl-1-(1-methylpiperidin-4-yl)-1H-benzo[d]imidazol-6-yl)-7H-pyrrolo[2,3-d]pyrimidin-2-amine FC1(CC(C1)NC=1N=CC2=C(N1)NC=C2C=2C=C(C1=C(N(C(=N1)C)C1CCN(CC1)C)C2)F)F